(4-amino-2-fluorophenyl)(4-ethylpiperazin-1-yl)methanone NC1=CC(=C(C=C1)C(=O)N1CCN(CC1)CC)F